BrC1=CC(=CC=C1)OCC1CC1 1-bromo-3-(cyclopropylmethoxy)benzene